NC1=C(C(=C(C=C1)O)C)C 4-amino-2,3-xylenol